S(=O)(=O)(O)O.C(=CC1=CC=CC=C1)C(C=CC1=CC=CC=C1)OC1=CC=CC=C1 distyrylmethylphenyl ether sulfate